2-(4-((3-isopropyl-1H-pyrrolo[3,2-b]pyridin-5-yl)methyl)-3,5-dimethylphenoxy)acetic acid C(C)(C)C1=CNC=2C1=NC(=CC2)CC2=C(C=C(OCC(=O)O)C=C2C)C